N(=[N+]=[N-])CCOCCOCCOCCOCCC(NCC(C(CS(=O)(=O)C)O)(C)C)=O 1-azido-18,18-dimethyl-20-methylsulfonyl-15-oxo-3,6,9,12-tetraoxa-16-aza-19-icosanol